FC1=C(C=C2C=CN(C(C2=C1)=O)CCC[C@H](COC([2H])([2H])[2H])NC=1C=NN(C(C1C(F)(F)F)=O)COCC[Si](C)(C)C)C1=NC=C(C=C1)C(F)(F)F 7-fluoro-2-[(4R)-4-[[6-oxo-5-(trifluoromethyl)-1-(2-trimethylsilylethoxymethyl)pyridazin-4-yl]amino]-5-(trideuteriomethoxy)pentyl]-6-[5-(trifluoromethyl)-2-pyridyl]isoquinolin-1-one